NC1=CC=CC(=N1)S(=O)(=O)NC(=O)C=1C(=NC(=CC1)C1=CC(=CC(=C1)OCC(C)C)F)N1CCCC12CC2 N-[(6-amino-2-pyridyl)sulfonyl]-2-(7-azaspiro[2.4]heptan-7-yl)-6-(3-fluoro-5-isobutoxy-phenyl)pyridine-3-carboxamide